NC1=NC2=CC=C(C=C2C=N1)C=1C(=C(C=CC1F)C1=NC=CC=2C(=CC=CC12)S(=O)(=O)N)F (3-(2-aminoquinazolin-6-yl)-2,4-difluorophenyl)isoquinoline-5-sulfonamide